C1(CCC1)[C@H](C(F)(F)F)NC(=O)NCC1=CC(=NC=C1)OC(F)F 1-[(1R)-1-cyclobutyl-2,2,2-trifluoroethyl]-3-[[2-(difluoromethoxy)pyridin-4-yl]methyl]urea